C1(CCC1)N1N=C(C(=C1)NC1=NN(C2=CC=C(C=C12)C(C)(C)O)C)C 2-{3-[(1-cyclobutyl-3-methyl-1H-pyrazol-4-yl)amino]-1-methyl-1H-indazol-5-yl}propan-2-ol